C(C)(C)(C)N1C2=NC(=NC(=C2N=C1)Cl)SCCC 9-(tert-Butyl)-6-chloro-2-(propylthio)-9H-purine